2-{5-[Bis-(2-hydroxy-ethyl)-amino]-pyridin-2-ylamino}-6-bromo-8-cyclopentyl-8H-pyrido[2,3-d]pyrimidin-7-one OCCN(C=1C=CC(=NC1)NC=1N=CC2=C(N1)N(C(C(=C2)Br)=O)C2CCCC2)CCO